(2R,3R)-2-(2,4-difluorophenyl)-3-((pyridin-4-ylmethyl)disulfanyl)-1-(1H-1,2,4-triazol-1-yl)butan-2-ol FC1=C(C=CC(=C1)F)[C@@](CN1N=CN=C1)([C@@H](C)SSCC1=CC=NC=C1)O